5-(2-fluoro-6-methylphenyl)-3-(6-(4-methylpiperazin-1-yl)pyridin-3-yl)-1H-pyrazolo[4,3-c]pyridazin-6(5H)-one FC1=C(C(=CC=C1)C)N1N=C2C(=CC1=O)NN=C2C=2C=NC(=CC2)N2CCN(CC2)C